4-cyano-4-(thiocarbonylbenzoyl)pentanoic acid C(#N)C(CCC(=O)O)(C)C(C1C(C=CC=C1)=C=S)=O